2-chloro-1-(4-((4-((2',4'-difluoro-4-methoxy-[1,1'-biphenyl]-3-yl)amino)-7-methoxyquinazolin-6-yl)oxy)piperidin-1-yl)-2-fluoroethan-1-one ClC(C(=O)N1CCC(CC1)OC=1C=C2C(=NC=NC2=CC1OC)NC=1C=C(C=CC1OC)C1=C(C=C(C=C1)F)F)F